FC1=CC=C(C=C1)C1=CC=2C(=NC=C(C2)C=2C=C(C(=O)NCC(F)(F)F)C=CC2)N1 3-(2-(4-fluorophenyl)-1H-pyrrolo-[2,3-b]pyridin-5-yl)-N-(2,2,2-trifluoroethyl)benzamide